trans-2-(3,6-diaza-bicyclo[3.1.1]heptan-3-ylmethyl)-N-(2-(2,4-dimethoxypyridin-3-yl)-1-methyl-1H-pyrrolo[2,3-c]pyridin-5-yl)cyclopropanecarboxamide C12CN(CC(N1)C2)C[C@H]2[C@@H](C2)C(=O)NC=2C=C1C(=CN2)N(C(=C1)C=1C(=NC=CC1OC)OC)C